4,4'-(Hexafluoroisopropylidene)bis(phthalic anhydride) C1=CC2=C(C=C1C(C3=CC4=C(C=C3)C(=O)OC4=O)(C(F)(F)F)C(F)(F)F)C(=O)OC2=O